CNC1=CC(N(C(N1C1=CC=C(C=C1)C)=O)C1=CC=C(C=C1)C)=O 6-(methylamino)-1,3-bis(4-methylphenyl)pyrimidine-2,4(1H,3H)-dione